2-(methylsulfonyl)acetyl chloride CS(=O)(=O)CC(=O)Cl